ClC1=C(C=CC=2NC(=NC21)C=2C(=C(C(=C(C2)OC)O)O)F)Cl 4-(4,5-dichloro-1H-benzo[d]imidazol-2-yl)-3-fluoro-6-methoxybenzene-1,2-diol